COC1=CC=C(C(=O)C2=CC=CC=C2)C=C1 4-methoxybenzophenon